P([O-])([O-])N PHOSPHOROAMIDITE